2-Methyl-4-((5-(4-(2-((1-(methylsulfonyl)piperidin-4-yl)amino)-5-(trifluoromethyl)pyrimidin-4-yl)-1H-imidazol-1-yl)-6-(trifluoromethyl)pyridin-2-yl)oxy)butan-2-ol CC(C)(CCOC1=NC(=C(C=C1)N1C=NC(=C1)C1=NC(=NC=C1C(F)(F)F)NC1CCN(CC1)S(=O)(=O)C)C(F)(F)F)O